ClC=1C=C2C(=CN=C(C2=CN1)C=1C=NN(C1)S(=O)(=O)C)C(C)C 6-chloro-4-isopropyl-1-(1-(methylsulfonyl)-1H-pyrazol-4-yl)-2,7-naphthyridine